C(C)(C)N(C(=O)C1=CC=C(C(=N1)OC)C=1CCN(CC1)C(=O)OC(C)(C)C)C(C)C tert-butyl 6-(diisopropylcarbamoyl)-2-methoxy-3',6'-dihydro-[3,4'-bipyridyl]-1'(2'H)-carboxylate